C(N)(=O)C1=C(C(=CC(=C1)Cl)C)NC(=O)C=1N(N=C(C1)CCl)C1=NC=CC=C1Cl N-(2-carbamoyl-4-chloro-6-methyl-phenyl)-5-(chloromethyl)-2-(3-chloro-2-pyridinyl)pyrazole-3-carboxamide